C[C@H](CC1=CC=CC=C1)NC2=C3C(=NC=N2)N(C=N3)[C@H]4[C@@H]([C@@H]([C@H](O4)CO)O)O N6-(L-2-Phenylisopropyl)adenosine